tert-Butyl (3S,5R)-3-(2-(benzyloxy)ethoxy)-4,4-difluoro-5-methylpiperidine-1-carboxylate C(C1=CC=CC=C1)OCCO[C@H]1CN(C[C@H](C1(F)F)C)C(=O)OC(C)(C)C